pyrrolo[2,3-b]pyridin-2-one dihydrochloride Cl.Cl.N=1C(C=C2C1N=CC=C2)=O